NC[C@@]1([C@@H]2CCN(C[C@H]12)C1=CN=C2C(=N1)NN=C2C=2C=C1CC(NC1=CC2)=O)C2=C(C=CC=C2)F 5-(6-((1S,6R,7R)-7-(aminomethyl)-7-(2-fluorophenyl)-3-azabicyclo[4.1.0]heptan-3-yl)-1H-pyrazolo[3,4-b]pyrazin-3-yl)indolin-2-one